(1S,9S)-9-ethyl-5-fluoro-9-hydroxy-4-methyl-1-(piperazin-1-yl)-1,2,3,9,12,15-hexahydro-10H,13H-benzo[de]pyrano[3',4':6,7]indolizino[1,2-b]quinoline-10,13-dione C(C)[C@]1(C(OCC=2C(N3CC=4C(=NC=5C=C(C(=C6C5C4[C@H](CC6)N6CCNCC6)C)F)C3=CC21)=O)=O)O